FC=1C=C(C#N)C=C(C1)S(=O)(=O)N1C[C@@H]2CNC[C@@H]2C1 3-fluoro-5-(((3ar,6as)-hexahydropyrrolo[3,4-c]pyrrol-2(1H)-yl)sulfonyl)benzonitrile